The molecule is a hopanoid that is hopane substituted by hydroxy groups at positions 15 and 22 (the 15alpha-stereoisomer). It has been isolated from Aschersonia species and Hypocrella species. It has a role as a fungal metabolite. It is a hopanoid, a diol and a pentacyclic triterpenoid. C[C@]12CCCC([C@@H]1CC[C@@]3([C@@H]2CC[C@H]4[C@]3([C@H](C[C@@H]5[C@@]4(CC[C@@H]5C(C)(C)O)C)O)C)C)(C)C